5-[(2R)-2-(2,5-difluorophenyl)pyrrolidin-1-yl]-N-methyl-N-non-8-enyl-pyrazolo[1,5-a]pyrimidine-3-carboxamide FC1=C(C=C(C=C1)F)[C@@H]1N(CCC1)C1=NC=2N(C=C1)N=CC2C(=O)N(CCCCCCCC=C)C